Triazol-1-yl 4-methylbenzenesulfonate CC1=CC=C(C=C1)S(=O)(=O)ON1N=NC=C1